(S)-2-Methyl-3,4,5,6-tetrahydropyrimidin CC1=NCCCN1